C(C1=CC=CC=C1)OC(=O)N1C[C@H]([C@H](C1)F)C(=O)O |r| cis-racemic-1-((benzyloxy)carbonyl)-4-fluoropyrrolidine-3-carboxylic acid